C[C@]1(C(NC(CC1)=O)=O)C1=CC=C(C=C1)C1CCN(CC1)CC1=CC(=CC=C1)C1=CC=2C(=C(N=NC2N[C@H](C)C2=C(C(=CC=C2)C(F)(F)F)C)C)C=N1 (R)-3-Methyl-3-(4-(1-(3-(4-methyl-1-(((R)-1-(2-methyl-3-(trifluoromethyl)-phenyl)ethyl)amino)pyrido[3,4-d]pyridazin-7-yl)benzyl)piperidin-4-yl)phenyl)piperidine-2,6-dione